methyl 4-amino-1-[5-(3-cyano-6-ethoxy-pyrazolo[1,5-a]pyridin-4-yl)-2-pyridyl]piperidine-4-carboxylate NC1(CCN(CC1)C1=NC=C(C=C1)C=1C=2N(C=C(C1)OCC)N=CC2C#N)C(=O)OC